Cl.FC(C(N)C1=CC=CC=C1)F 2,2-difluoro-1-phenylethan-1-amine hydrochloride